9-fluorobenzodiazepine tert-butyl-2-((3-(4-pentylbenzyl)-1,2,4-oxadiazol-5-yl)methyl)acrylate C(C)(C)(C)OC(C(=C)CC1=NC(=NO1)CC1=CC=C(C=C1)CCCCC)=O.FC1=CC=CC=2C=CC=NNC21